CC(C)OC(=O)N[C@@H](C(C)C)C(=O)NC(CC(=O)OC)C1=CC=C(C=C1)Cl methyl N-[(1-methylethoxy)carbonyl]-L-valyl-3-(4-chlorophenyl)-β-alaninate